BrC1=NN2C(C(N1)=O)=CC(=CC2=O)C(F)(F)F Bromo-6-(trifluoromethyl)-3H-pyrido[2,1-f][1,2,4]triazine-4,8-dione